3-chloropropylsilanetriol ClCCC[Si](O)(O)O